trans-(rac)-3-(6-(2-(ethoxycarbonyl)cyclopropyl)pyridin-2-yl)-5-(trifluoromethoxy)benzo[b]thiophene-2-carboxylic acid C(C)OC(=O)[C@H]1[C@@H](C1)C1=CC=CC(=N1)C=1C2=C(SC1C(=O)O)C=CC(=C2)OC(F)(F)F |r|